BrC1=CC=C(C=C1)C[C@H](C(=O)OC(C)(C)C)[C@@H]1CN(CC1)C(=O)OC(C)(C)C tert-butyl (3R)-3-[(2S)-3-(4-bromophenyl)-1-(tert-butoxy)-1-oxopropan-2-yl]pyrrolidine-1-carboxylate